CN1N=C2C(=CC(=CC2=C1)C1=CC2=C(C=N1)N=C(S2)N(C2CC1CCCC(C2)N1C)C)C#N 2-Methyl-5-{2-[methyl-(9-methyl-9-azabicyclo[3.3.1]non-3-yl)amino][1,3]thiazolo[4,5-c]pyridin-6-yl}-2H-indazol-7-carbonitril